3-(3-methyl-2-(naphthalen-1-yl)-7-oxo-4,7-dihydropyrazolo[1,5-a]pyrimidin-5-yl)benzonitrile CC=1C(=NN2C1NC(=CC2=O)C=2C=C(C#N)C=CC2)C2=CC=CC1=CC=CC=C21